1,1-dimethyl-7-(trifluoromethyl)isochroman-4-ol CC1(OCC(C2=CC=C(C=C12)C(F)(F)F)O)C